C(C)(C)(C)OC(=O)N1[C@H](CC(C1)(F)F)CO (R)-4,4-difluoro-2-(hydroxymethyl)pyrrolidine-1-carboxylic acid tert-butyl ester